3-propoxy-1,2-propanediol C(CC)OCC(CO)O